ClC=1C=C(CN(C(CN2C=NC3=CC=C(C=C3C2=O)C2CCN(CC2)C([C@H](C)O)=O)=O)C)C=CC1Cl (S)-N-(3,4-dichlorobenzyl)-2-(6-(1-(2-hydroxypropanoyl)piperidin-4-yl)-4-oxoquinazolin-3(4H)-yl)-N-methylacetamide